C(C)(=O)N1C(/C(/NC(C1)=O)=C/C=1N=CN(C1C(C)C)C)=O (Z)-1-acetyl-3-((1-methyl-5-isopropyl-1H-imidazol-4-yl)methylene)piperazine-2,5-dione